ClC=1C=C(C=CC1Cl)C=1N(C(=C(C(C1C(=O)O)=O)C=1N(C=NC1)C)C)CC 2-(3,4-dichlorophenyl)-1-ethyl-6-methyl-5-(3-methylimidazol-4-yl)-4-oxo-pyridine-3-carboxylic acid